FC1=CC=C(C(=O)NC2=CN(C(C=C2)=O)C2=CC=CC=C2)C=C1 4-fluoro-N-(6-oxo-1-phenyl-1,6-dihydropyridin-3-yl)benzamide